amino-4-butanoic acid NCCCC(=O)O